2-amino-4-((2,5-dimethyl-4,5-dihydro-[1,2,4]triazolo[1,5-a]quinoxalin-6-yl)amino)-N-(methyl-d3)pyrimidine-5-carboxamide NC1=NC=C(C(=N1)NC1=C2N(CC=3N(C2=CC=C1)N=C(N3)C)C)C(=O)NC([2H])([2H])[2H]